bis(tetrahydrofuran) europium (II) [Eu+2].O1CCCC1.O1CCCC1